COC1=C(CNC(CSC=2NC=C(N2)C(=O)OCC)=O)C=CC(=C1)OC ethyl 2-((2-((2,4-dimethoxybenzyl)amino)-2-oxoethyl)thio)-1H-imidazole-4-carboxylate